tert-butyl (3aS,6aS)-5-(4-(2,6-bis(benzyloxy)pyridin-3-yl)phenyl)hexahydropyrrolo[3,4-c]pyrrole-2(1H)-carboxylate C(C1=CC=CC=C1)OC1=NC(=CC=C1C1=CC=C(C=C1)N1C[C@@H]2[C@@H](C1)CN(C2)C(=O)OC(C)(C)C)OCC2=CC=CC=C2